2,4-Dihydroxy-4'-n-octyloxybenzophenone OC1=C(C(=O)C2=CC=C(C=C2)OCCCCCCCC)C=CC(=C1)O